1-(3-isocyanatophenyl)-4-methylpiperazine N(=C=O)C=1C=C(C=CC1)N1CCN(CC1)C